C1=C(C=C2C=CC=CC=C12)CC=1C=CC(=C(C1)[C@@H]1O[C@@H]([C@H]([C@@H]([C@H]1O)O)O)CO)O (2S,3R,4R,5S,6R)-2-(5-(azulen-2-ylmethyl)-2-hydroxyphenyl)-6-(hydroxymethyl)tetrahydro-2H-pyran-3,4,5-triol